C[C@@H]1CC=2C(CN1)=C(NN2)C(=O)[O-] (R)-6-methyl-4,5,6,7-tetrahydro-2H-pyrazolo[4,3-c]pyridine-3-carboxylate